Cl.NC=1C=C(C=CC1)OB(O)O 3-aminophenyl-boric acid hydrochloride